ClC=1C=C2C(=NC=NC2=CC1C1=C(C(=CC=C1O)F)F)N1CCN(CC1)C(C=C)=O 1-(4-(6-chloro-7-(2,3-difluoro-6-hydroxyphenyl)quinazolin-4-yl)piperazin-1-yl)prop-2-en-1-one